camphenyl-carbon C12(C(C)(C)C(=C)C(CC1)C2)[C]